[4-[5-[5-[(1R)-1-(3,5-dichloro-4-pyridinyl)ethoxy]-1H-indazol-3-yl]-3-fluoro-2-pyridinyl]piperazin-1-yl]-(4-methylpiperazin-1-yl)methanone ClC=1C=NC=C(C1[C@@H](C)OC=1C=C2C(=NNC2=CC1)C=1C=C(C(=NC1)N1CCN(CC1)C(=O)N1CCN(CC1)C)F)Cl